C1(=CC=CC=C1)C1=[O+]C(=CC(=C1)C1=CC=CC=C1)C1=CC=C(C=C1)OC 2,4-diphenyl-6-(4-methoxyphenyl)pyranium